C([O-])(O)=O.[O-2].[Nd+3] Neodymium oxide carbonate